ClC1=NC2=CC=CC=C2C(=N1)C 2-chloro-4-methylquinazoline